BrC1=CC=2C=3C4=C(C(=CC3C(C2C=C1)=O)C#N)C=CC=C4 10-bromo-7-oxo-7H-benzo[c]fluorene-5-carbonitrile